NC=1C=C2C=C(C(=C(C2=CC1)F)N1CC(NS1(=O)=O)=O)OCC1=CC=CC=C1 5-(6-amino-3-benzyloxy-1-fluoro-2-naphthyl)-1,1-dioxo-1,2,5-thiadiazolidin-3-one